({(1r,4r)-4-[5-(5-oxo-4,5-dihydro-1,3,4-oxadiazol-2-yl)-2-(trifluoromethyl)anilino]cyclohexyl}methyl)carbamic acid benzyl ester C(C1=CC=CC=C1)OC(NCC1CCC(CC1)NC1=C(C=CC(=C1)C=1OC(NN1)=O)C(F)(F)F)=O